tropane N-oxide [C@H]12CCC[C@H](CC1)[N+]2(C)[O-]